[N+](=O)([O-])C=1C=C(C=CC1)C1(SCCS1)CC(=O)NN 2-[2-(3-nitrophenyl)-1,3-dithiolan-2-yl]acetohydrazide